ClC1=C(C=CC(=C1)C(=O)N1[C@H]([C@@H](N(CC1)C1=CC(=CC=C1)Cl)C)C)[S@](=O)CC(=O)C1=CC(=CC(=C1)F)F |&1:24| (±)-2-((2-Chloro-4-(trans-4-(3-chlorophenyl)-2,3-dimethylpiperazine-1-carbonyl)phenyl)sulfinyl)-1-(3,5-difluorophenyl)ethan-1-one